N-(1-deoxy-D-fructos-1-yl)-L-glutamic acid C(C(=O)[C@@H](O)[C@H](O)[C@H](O)CO)N[C@@H](CCC(=O)O)C(=O)O